BrC(Br)(Br)Br tetrabromocarbon